C(C)(C)C1CCC(CC1)N(C(C1=CC(C(=O)N)=CC(=C1)NC(=O)C1CCC(CC1)C(C)(C)CC)=O)C1CCC(CC1)C(C)C N,N-bis(4-isopropylcyclohexyl)-5-(4-tert-pentylcyclohexylcarbonylamino)-isophthalamide